C(C)C1=CN=C2N1C=C(C=N2)C=2C=CN1N=C(N=CC12)N[C@@H]1C[C@@H](C1)OC 5-(3-ethylimidazo[1,2-a]pyrimidin-6-yl)-N-(cis-3-methoxycyclobutyl)pyrrolo[2,1-f][1,2,4]triazin-2-amine